tert-butyl 4-[3-[4-bromo-3-(trifluoromethyl)phenoxy]propyl]piperidine-1-carboxylate BrC1=C(C=C(OCCCC2CCN(CC2)C(=O)OC(C)(C)C)C=C1)C(F)(F)F